3-(3-methoxy-5-(trifluoromethyl)phenyl)propionic acid methyl ester trifluoroacetate FC(C(=O)O)(F)F.COC(CCC1=CC(=CC(=C1)C(F)(F)F)OC)=O